COC1=C(C(=NN1C)C)B1OC(C(O1)(C)C)(C)C 5-Methoxy-1,3-dimethyl-4-(4,4,5,5-tetramethyl-1,3,2-dioxaborolan-2-yl)-1H-pyrazole